N2-tert-butyl-N8-(3-chloro-5-(trifluoromethyl)phenyl)-9-(piperidin-4-yl)-9H-purine-2,8-diamine C(C)(C)(C)NC1=NC=C2N=C(N(C2=N1)C1CCNCC1)NC1=CC(=CC(=C1)C(F)(F)F)Cl